7-bromo-N-[3-[tert-butyl(dimethyl)silyl]oxycyclobutyl]-2-chloro-8-fluoro-6-iodo-N-methyl-quinazolin-4-amine BrC1=C(C=C2C(=NC(=NC2=C1F)Cl)N(C)C1CC(C1)O[Si](C)(C)C(C)(C)C)I